(S)-2-((2-(4-cyanophenyl)propyl)amino)-N-(5-((S)-3-methoxypyrrolidin-1-yl)pyridin-2-yl)-2-phenylacetamide C(#N)C1=CC=C(C=C1)C(CN[C@H](C(=O)NC1=NC=C(C=C1)N1C[C@H](CC1)OC)C1=CC=CC=C1)C